N-cyclopropyl-2-(difluoromethoxy)-6-methoxy-4-[7-[3-(3-oxa-8-azabicyclo[3.2.1]octan-8-yl)propoxy]imidazo[1,2-a]pyridin-3-yl]benzamide C1(CC1)NC(C1=C(C=C(C=C1OC)C1=CN=C2N1C=CC(=C2)OCCCN2C1COCC2CC1)OC(F)F)=O